3-[3-(5-methyl-1,1,3,3,5,5-hexaethyl-1-trisiloxanyl)propoxyl]-2-hydroxylpropyl methacrylate C(C(=C)C)(=O)OCC(COCCC[Si](O[Si](O[Si](CC)(CC)C)(CC)CC)(CC)CC)O